N-(1-(3-(1H-indol-6-yl)prop-2-yn-1-yl)-6-chloro-3-methyl-2,4-dioxo-1,2,3,4-tetrahydropyrimidin-5-yl)-3-(p-tolyl)propanamide N1C=CC2=CC=C(C=C12)C#CCN1C(N(C(C(=C1Cl)NC(CCC1=CC=C(C=C1)C)=O)=O)C)=O